NC1=C(C(N(C2=CC(=CC=C12)Br)C=1C=NC(=CC1)OC)=O)C(=O)OC methyl 4-amino-7-bromo-1-(6-methoxypyridin-3-yl)-2-oxo-1,2-dihydroquinoline-3-carboxylate